C(C)(C)(C)OC(=O)N1CC(C1)C1=CC(=C(C=C1)C1=CC=CC=C1)Cl 3-(2-chloro-[1,1'-biphenyl]-4-yl)azetidine-1-carboxylic acid tert-butyl ester